FC(CC=1C=CC(=NC1)N1N=CC(=C1)C1=NC=2C(=NC=CC2)N1)(F)F (1-(5-(2,2,2-trifluoroethyl)pyridin-2-yl)-1H-pyrazol-4-yl)-3H-imidazo[4,5-b]pyridine